2-((4-((4-amino-2-((2-hydroxyethyl)amino)pyrimidin-5-yl)oxy)-5-isopropyl-pyridin-2-yl)amino)ethanol NC1=NC(=NC=C1OC1=CC(=NC=C1C(C)C)NCCO)NCCO